2-(4-acetylphenyl)-9,11-dichloro-7,7-dimethyl-10-(methylamino)-5,12b-dihydro-1H,7H-chromeno[4,3-c][1,2,4]triazolo[1,2-a]Pyridazine C(C)(=O)C1=CC=C(C=C1)N1CN2N(CC=C3C2C=2C=C(C(=C(C2OC3(C)C)Cl)NC)Cl)C1